6,7-dichloro-3-(2-methoxyethyl)-1,3,4,9-tetrahydro-[1,2,6]thiadiazino[4,3-g]indole 2,2-dioxide ClC=1C=2C(=CNC2C2=C(C1)CN(S(N2)(=O)=O)CCOC)Cl